C1(=CC=C(C=C1)C(\C=C\[Si](C)(C)C)=O)C1=CC=CC=C1 (E)-1-([1,1'-biphenyl]-4-yl)-3-(trimethylsilyl)prop-2-en-1-one